2-[1-[4-(6-cyclopentyl-2-pyridinyl)-2,6-difluoro-phenyl]-4-piperidinyl]acetic acid C1(CCCC1)C1=CC=CC(=N1)C1=CC(=C(C(=C1)F)N1CCC(CC1)CC(=O)O)F